BrC=1C=C(C=NC1)N1[C@@H](CCC1)CO [(S)-1-(5-Bromo-pyridin-3-yl)-pyrrolidin-2-yl]-methanol